ClC1=CC=2C(=C(C=3C(NC(C3C2OC)=N)=N)OC)C=C1Cl 6,7-dichloro-4,9-dimethoxy-1H-benzo[f]isoindole-1,3(2H)-diimine